ClC=1C=C(C=CC1F)NC(N(C(C)C1=CNC(C2=CC=CC=C12)=O)CC1COC(OC1)(C)C)=O 3-(3-Chloro-4-fluorophenyl)-1-((2,2-dimethyl-1,3-dioxan-5-yl)methyl)-1-(1-(1-oxo-1,2-dihydroisoquinolin-4-yl)ethyl)urea